C[Si](N1CCCCC1)(C)C 1-(trimethylsilyl)piperidine